C(C1=CC=CC=C1)COCCS(=O)(=O)N 2-(Benzylmethoxy)ethanesulfonamide